7'-Fluoro-N-[(1-methyl-1,2,3,4-tetrahydroquinolin-6-yl)methyl]-4'-oxo-3',4'-dihydrospiro[azetidine-3,2'-[1]benzopyran]-1-carboxamide FC1=CC2=C(C(CC3(O2)CN(C3)C(=O)NCC=3C=C2CCCN(C2=CC3)C)=O)C=C1